ClC=1C=C(C=CC1C(F)(F)F)NC(=O)N1C2CCC1CC=1C=NC=CC12 (±)-N-(3-chloro-4-(trifluoromethyl)phenyl)-6,7,8,9-tetrahydro-5H-5,8-epiminocyclohepta[c]-pyridine-10-carboxamide